[Xe].[Hg] mercury xenon